C1CCN2C[C@@H]3CCCN4[C@@H]3[C@@H]([C@H]2C1)CCC4 matridine